C(#N)CCC(C(=O)OC(C)(C)C)C=1C(=NC2=CC(=CC=C2C1)OC)C tert-butyl 4-cyano-2-(7-methoxy-2-methylquinolin-3-yl)butanoate